N1(CCCCCC1)C(=O)C1=CC2=C(C=N1)C(=NN2COCC[Si](C)(C)C)C2=CN=C1N2C=C(C=C1F)F azepan-1-yl-[3-(6,8-difluoro-imidazo[1,2-a]pyridin-3-yl)-1-(2-trimethylsilyl-ethoxymethyl)-1H-pyrazolo[4,3-c]pyridin-6-yl]-methanone